C(=O)(O)C1(OCCCCCC)CC=CC=C1C(=O)O (1,6-bis-carboxyphenoxy)hexane